5,15-bis(4-bromophenyl)-10,20-diphenyl-porphyrin BrC1=CC=C(C=C1)C=1C2=CC=C(N2)C(=C2C=CC(C(=C3C=CC(=C(C=4C=CC1N4)C4=CC=CC=C4)N3)C3=CC=C(C=C3)Br)=N2)C2=CC=CC=C2